(S)-2-((3-(6-chloropyridin-3-yl)-5-methylisoxazol-4-yl)methyl)-5-(2-methylmorpholino)pyridazin-3(2H)-one ClC1=CC=C(C=N1)C1=NOC(=C1CN1N=CC(=CC1=O)N1C[C@@H](OCC1)C)C